CN1C(N(C=2N=C(N(C2C1=O)C)SCC1=CC=CC2=CC=CC=C12)C)=O 1,3,7-trimethyl-8-((naphthalen-1-ylmethyl)thio)-1H-purine-2,6(3H,7H)-dione